C1(=CC=CC=C1)C=1N=CC(=NC1C1=CC=CC=C1)N1C(CCC1)COCCOCC(=O)O 2-(2-((1-(5,6-diphenylpyrazin-2-yl)pyrrolidin-2-yl)methoxy)ethoxy)acetic acid